CC1(C(C(=CC=C1N)C1=CC=C(N)C=C1)=O)C 3,3-dimethylbenzidin-2-one